tert-Butyl 2-formyl-2-methylpiperidine-1-carboxylate C(=O)C1(N(CCCC1)C(=O)OC(C)(C)C)C